(R)-1-[(S)-2-[bis-(3,5-di-tert-butyl-4-methoxyphenyl)phosphino]ferrocenyl]ethyl-di-tert-butylphosphine C(C)(C)(C)C=1C=C(C=C(C1OC)C(C)(C)C)P(C=1[C-](C=CC1)[C@@H](C)P(C(C)(C)C)C(C)(C)C)C1=CC(=C(C(=C1)C(C)(C)C)OC)C(C)(C)C.[CH-]1C=CC=C1.[Fe+2]